[H-].[Li+].[Ni+2].[H-].[H-] nickel-lithium hydride